FC(C1=NN=C2N1CCN(C2)C(C\C=C\C2=C(C=C(C(=C2)F)F)F)=O)(F)F (3E)-1-[3-(trifluoromethyl)-5,6-dihydro[1,2,4]triazolo[4,3-a]pyrazin-7(8H)-yl]-4-(2,4,5-trifluorophenyl)but-3-en-1-one